FC1=CC=C2C=CC=NC2=C1 7-fluoroquinoline